C1(CCCCC1)C=1C(=C(C=CC1)C(C1=CC=C(C=C1)O)C1=C(C(=CC=C1)C1CCCCC1)O)O bis(3-cyclohexyl-2-hydroxyphenyl)-4-hydroxyphenylmethane